OC=1C=C2C(=CNC2=CC1)CCNC(C1=CC=CC=C1)=O N-(2-(5-hydroxy-1H-indol-3-yl)ethyl)benzamide